C(=O)(OCC1C2=CC=CC=C2C2=CC=CC=C12)N[C@@H](CC1=CC=C(C=C1)C(N)C(=O)OC(C)(C)C)C(=O)O Fmoc-4-(Boc-aminomethyl)-L-phenylalanine